tert-butyl-2-(4,4,5,5-tetramethyl-1,3,2-dioxaborolan-2-yl)-7-Azaspiro[3.5]non-1-en-7-carboxylate C(C)(C)(C)OC(=O)N1CCC2(CC(=C2)B2OC(C(O2)(C)C)(C)C)CC1